cetyl-tributylphosphonium tetrafluoroborate F[B-](F)(F)F.C(CCCCCCCCCCCCCCC)[P+](CCCC)(CCCC)CCCC